COC(C1=CC=C2C3(CC(NC2=N1)C3)NC(CO[Si](C)(C)C(C)(C)C)=O)OC N-(7-(dimethoxymethyl)-1,2,3,4-tetrahydro-2,4-methylene-1,8-naphthyridin-4-yl)-2-(tert-butyldimethylsilyloxy)acetamide